[2-(3-chlorobenzyl)-8-methyl-4,5-dihydro-2H-furo[2,3-g]indazol-7-yl](pyrrolidin-1-yl)methanone ClC=1C=C(CN2N=C3C4=C(CCC3=C2)OC(=C4C)C(=O)N4CCCC4)C=CC1